N1(CCC1)C1CCC(CC1)C=1C=C2C(=CN1)NC(=C2C(C)C)C=2C=C(C=1N(C2)N=CN1)OC 6-(5-(4-(azetidin-1-yl)cyclohexyl)-3-isopropyl-1H-pyrrolo[2,3-c]pyridin-2-yl)-8-methoxy-[1,2,4]triazolo[1,5-a]pyridine